4-(4-cyanophenyl)-5-methyl-4-phenyl-3-trifluoromethyl-indolopyranone C(#N)C1=CC=C(C=C1)C1(C(C(OC2=C1N(C=1C=CC=CC12)C)=O)C(F)(F)F)C1=CC=CC=C1